(6r,7r)-3-[(acetoxy)methyl]-7-[2-(2-thienyl)acetamido]-8-oxo-5-thia-1-azabicyclo[4.2.0]oct-2-ene-2-carboxylic acid sodium salt [Na+].C(C)(=O)OCC1=C(N2C([C@H]([C@H]2SC1)NC(CC=1SC=CC1)=O)=O)C(=O)[O-]